4-(4-(2-methylquinolin-6-yl)phenyl)-N-(pyridin-3-yl)butanamide CC1=NC2=CC=C(C=C2C=C1)C1=CC=C(C=C1)CCCC(=O)NC=1C=NC=CC1